amino-2H-[1,2'-bipyridin]-2-one NC=1C(N(C=CC1)C1=NC=CC=C1)=O